Cl.N1(CCC2=CC=CC=C12)CCO 2-(indolin-1-yl)ethane-1-ol hydrochloride